3-phenylene tetrakis(2,6-dimethylphenyl) diphosphate P(=O)(OC1=C(C=CC=C1)OP(=O)(OC1=C(C=CC=C1C)C)OC1=C(C=CC=C1C)C)(OC1=C(C=CC=C1C)C)OC1=C(C=CC=C1C)C